O[C@@H]1C[C@H](N(C1)C(C(C(C)C)C1=CC(=NO1)OC)=O)C=1NC=C(N1)C(=O)N1CCC(CC1)C1=CC=CC=C1 1-[(2S,4R)-4-hydroxy-2-[4-(4-phenylpiperidine-1-carbonyl)-1H-imidazol-2-yl]pyrrolidin-1-yl]-2-(3-methoxy-1,2-oxazol-5-yl)-3-methylbutan-1-one